20-methylheneicosyl eicos-11-enoate C(CCCCCCCCCC=CCCCCCCCC)(=O)OCCCCCCCCCCCCCCCCCCCC(C)C